N-(2-hydroxy-3-{5-methyl-1H,2H,3H,4H,5H-pyrido[4,3-b]indol-2-yl}propyl)-2-(4-methylpiperazin-1-yl)pyrimidine-4-carboxamide OC(CNC(=O)C1=NC(=NC=C1)N1CCN(CC1)C)CN1CC2=C(N(C=3C=CC=CC23)C)CC1